C(C)C1=CC=C(C=C1)N(C=1C=C2CCN[C@@H](C2=CC1)CNC1=C(C(=O)O)C=CN=C1)C (S)-3-(((6-((4-ethylphenyl)(methyl)amino)-1,2,3,4-tetrahydroisoquinolin-1-yl)methyl)amino)isonicotinic acid